C(C)(C)(C)OC(=O)N1[C@@H](C[C@@H](C1)F)C(N[C@H]1CN[C@H](C1)C(=O)OC)=O.BrC1=C(OC[Ge](C(C)C)(C(C)C)COC2=C(C=C(C=C2)C(C)(C)C)Br)C=CC(=C1)C(C)(C)C bis[(2-bromo-4-tert-butyl-phenoxy)methyl]Diisopropylgermane tert-butyl-(2S,4S)-4-fluoro-2-(((3R,5R)-5-(methoxycarbonyl)pyrrolidin-3-yl)carbamoyl)pyrrolidine-1-carboxylate